O=C1NC(CCC1N1CC2=CC=C(C=C2C1=O)CNC(OC)=O)=O methyl ((2-(2,6-dioxopiperidin-3-yl)-3-oxoisoindolin-5-yl)methyl)carbamate